Monosulfur silane [SiH4].[S]